(2s)-2-amino-4-(3-cyclopropyl-4,4,4-trifluoro-3-hydroxybutylsulfonimidoyl)butanoic acid N[C@H](C(=O)O)CCS(=O)(=N)CCC(C(F)(F)F)(O)C1CC1